6-methyl-1-naphthoic acid CC=1C=C2C=CC=C(C2=CC1)C(=O)O